N-(3-Cyano-5-(cyclohexylmethyl)-6,6-dimethyl-4,5,6,7-tetrahydrothieno[3,2-c]pyridin-2-yl)-2-(3-methoxy-4-sulfamoylphenyl)acetamid C(#N)C1=C(SC2=C1CN(C(C2)(C)C)CC2CCCCC2)NC(CC2=CC(=C(C=C2)S(N)(=O)=O)OC)=O